(1R,2S)-1-(2-chlorophenyl)-N1-methyl-N2-((1-methyl-1H-indol-5-yl)methyl)-cyclohexane-1,2-diamine ClC1=C(C=CC=C1)[C@]1([C@H](CCCC1)NCC=1C=C2C=CN(C2=CC1)C)NC